FC1=C(C=C(C=C1)N(C(=O)C=1N=C(C=2N(C1)C(=CN2)C=2C=CC(=NC2)NC(OC)=O)C)C)OC methyl N-[5-[6-[(4-fluoro-3-methoxy-phenyl)-methyl-carbamoyl]-8-methyl-imidazo[1,2-a]pyrazin-3-yl]-2-pyridyl]carbamate